2-(2-oxo-2-(m-tolyl)ethoxy)isoindole-1,3-dione O=C(CON1C(C2=CC=CC=C2C1=O)=O)C=1C=C(C=CC1)C